4-cyano-N-(2-hydroxyethyl)-2-methoxybenzenesulfonamide C(#N)C1=CC(=C(C=C1)S(=O)(=O)NCCO)OC